O1CC(C1)N1C(=NC(=C1)C(F)(F)F)C1=CC=C(C=C1)CO [4-[1-(oxetan-3-yl)-4-(trifluoromethyl)-1H-imidazol-2-yl]phenyl]methanol